C(C)(=O)N1CC2=CC(=CC(=C2C1)[C@H](CCC1OCCCO1)N[S@@](=O)C(C)(C)C)Cl (S)-N-((S)-1-(2-acetyl-6-chloroisoindolin-4-yl)-3-(1,3-dioxan-2-yl)propyl)-2-methylpropane-2-sulfinamide